ClC=1C(=NC(=NC1)NC1=C(C=C(C(=C1)C)C=1C[C@H](N[C@@H](C1)C)C)OC(C)C)NC1=C(C=CC=C1)S(=O)(=O)C(C)C 5-chloro-N2-(4-((2R,6R)-2,6-dimethyl-1,2,3,6-tetrahydropyridin-4-yl)-2-isopropoxy-5-methyl-phenyl)-N4-(2-(isopropylsulfonyl)phenyl)pyrimidine-2,4-diamine